C(C)OC(=O)C=1N(C=C(C(C1C(=O)OCC)=O)C(=O)OCC)C1=C(C=CC=C1)OC Triethyl-1-(2-methoxyphenyl)-4-oxo-1,4-dihydropyridine-2,3,5-tricarboxylate